FC1=C(C=CC=C1)COC1=CC=2N(C=C1)N=C(C2C(=O)N(C)C(C(=O)N)(CO)C)C 2-(1-{5-[(2-fluorophenyl)methoxy]-2-methylpyrazolo[1,5-a]pyridin-3-yl}-N-methylformamido)-3-hydroxy-2-methylpropanamide